NC=1N=C(SC1C(=O)C=1C=NC(=CC1)OC(F)F)N(C1=CC=C(C=C1)F)C(C(=O)N)C (N-[4-amino-5-[6-(difluoromethoxy)pyridine-3-carbonyl]thiazol-2-yl]-4-fluoro-anilino)propanamide